C(C(C)C)OC(NC1CC2(CN(C2)C=2OC3=C(N2)C=C(C=C3)Cl)C1)=O N-[2-(5-chloro-1,3-benzoxazol-2-yl)-2-azaspiro[3.3]heptan-6-yl]carbamic acid isobutyl ester